dioctoyl ether C(CCCCCCC)(=O)OC(CCCCCCC)=O